O=C1NC2=CC=C(C=C2C1)C(=O)N1CCC(CC1)NC(CC)=O N-(1-(2-oxoindolin-5-carbonyl)piperidin-4-yl)propionamide